(3S,7aR)-3-(((tert-butyldimethylsilyl)oxy)methyl)-7a-(((tert-butyldiphenylsilyl)oxy)methyl)hexahydro-1H-pyrrolizine [Si](C)(C)(C(C)(C)C)OC[C@@H]1CC[C@]2(CCCN12)CO[Si](C1=CC=CC=C1)(C1=CC=CC=C1)C(C)(C)C